3-methylaminosulfuryl-thiophene tin-Bismuth [Bi].[Sn].CNS(=O)(=O)C1=CSC=C1